CC1(C2=CC(=CC=C2C(C=2C3=C(OC21)C=C(C=C3)OC(NC3=C(C=CC=C3)OC)=O)=O)OC[C@H]([C@@H](CO)O)O)C (2-Methoxy-phenyl)-carbamic acid 6,6-dimethyl-11-oxo-8-((2R,3R)-2,3,4-trihydroxy-butoxy)-6,11-dihydro-benzo[b]naphtho[2,3-d]furan-3-yl ester